C1=CC=CC=2N(CC3=C(C=CC21)C=CC=C3)C(CCCCCN(C(C(F)(F)F)=O)C)=O N-[6-(6H-Dibenzo[b,f]azocin-5-yl)-6-oxo-hexyl]-2,2,2-trifluoro-N-methyl-acetamide